(1S,2S)-N-(5-(5-ethyl-6-fluoro-7-(methylthio)-1H-indazol-4-yl)pyrazolo[1,5-a]pyridin-2-yl)-2-fluorocyclopropane-1-carboxamide dihydrochloride Cl.Cl.C(C)C=1C(=C2C=NNC2=C(C1F)SC)C1=CC=2N(C=C1)N=C(C2)NC(=O)[C@H]2[C@H](C2)F